lithium (octyloxy)tris(pentafluorophenyl)borate C(CCCCCCC)O[B-](C1=C(C(=C(C(=C1F)F)F)F)F)(C1=C(C(=C(C(=C1F)F)F)F)F)C1=C(C(=C(C(=C1F)F)F)F)F.[Li+]